NC=1SCC2(N1)COCC1=CC=C(C=C12)NC(=O)C1=NC=C(C=C1)CCl N-(2'-amino-5'H-spiro[isochroman-4,4'-thiazol]-6-yl)-5-chloromethylpyridinamide